(S,2R)-N-((7-fluorotricyclo[6.2.0.03,6]deca-1,3(6),7-trien-2-yl)carbamoyl)-2-(hydroxymethyl)-2-methyl-2,3-dihydropyrazolo[5,1-b]oxazole-7-sulfonimidamide FC=1C=2CCC2C(=C2CCC12)NC(=O)N[S@@](=O)(=N)C=1C=NN2C1O[C@@](C2)(C)CO